butyl 4-(piperidin-4-yl)piperazine-1-carboxylate N1CCC(CC1)N1CCN(CC1)C(=O)OCCCC